CC[C@@H]1C2=N[C@@H](CS2)C(=O)N([C@@H](C(=O)N[C@@H](C(=O)N[C@@H]([C@H](C(=O)O[C@H](C(=O)N([C@H](C(=O)N3CCC[C@H]3C(=O)N([C@@H](C4=N[C@@H](CS4)C(=O)N1)CC5=CC=CC=C5)C)C(C)C)C)CC6=CC=CC=C6)C)C)[C@@H](C)O)CC(C)C)C The molecule is a 31-membered macrocyclic cyclodepsipeptide isolated from the cyanobacterium Lyngbya confervoides and has been shown to exhibit antineoplastic activity. It has a role as a metabolite and an antineoplastic agent. It is a cyclodepsipeptide and a macrocycle.